ClC1=NC2=CC=CC=C2C(N1CC1=CC=C(C=C1)OC)=O 2-chloro-3-[(4-methoxyphenyl)methyl]quinazolin-4-one